2-(((1-((1H-imidazol-4-yl)methyl)-1H-indol-4-yl)methyl)amino)ethan-1-ol N1C=NC(=C1)CN1C=CC2=C(C=CC=C12)CNCCO